C=1(C(=CC=CC1O)C=O)C o-cresolformaldehyde